O1CCN(CC1)C1=NC=2N(C=C1)N=CC2C(=O)N 5-morpholinopyrazolo[1,5-a]pyrimidine-3-carboxamide